5-(2,6-diazaspiro[3.3]heptan-2-ylmethyl)-3-ethyl-1,2,4-thiadiazole C1N(CC12CNC2)CC2=NC(=NS2)CC